COC(C1=CC(=C(C=C1)C)S(NCCN1CC1)(=O)=O)=O 3-(N-(2-(aziridine-1-yl)ethyl)sulfamoyl)-4-methylbenzoic acid methyl ester